3,3'-(hexane-1,6-diyl)bis(N-(2-ethylbutyl)-2-iminotetrahydropyrimidine-1(2H)-carboxamide) C(CCCCCN1C(N(CCC1)C(=O)NCC(CC)CC)=N)N1C(N(CCC1)C(=O)NCC(CC)CC)=N